C(C)C(C(CCCO)C)CC(CC)C 5-ethyl-4,7-dimethyl-1-nonanol